FC(CC(C(=O)NC1=NC=CC(=C1)C1=C(C=2C(=NC(=CN2)C)N1)C1=NC=CC=C1)C1=CC=C(C=C1)F)F 4,4-Difluoro-2-(4-fluorophenyl)-N-{4-[3-methyl-7-(pyridin-2-yl)-5H-pyrrolo[2,3-b]pyrazin-6-yl]pyridin-2-yl}butanamid